(R)-N-(8'-(3-hydroxypyrrolidin-1-yl)-4'H-spiro[cyclopropane-1,5'-naphtho[2,1-d]isoxazol]-3'-yl)-2-methoxypyridine-3-sulfonamide O[C@H]1CN(CC1)C1=CC=C2C3(CC=4C(=NOC4C2=C1)NS(=O)(=O)C=1C(=NC=CC1)OC)CC3